NC=1C=C2C(N(C(C2=CC1)=O)CCC[C@@H](C(=O)OC)NC(C1=C(C=C(C=C1)N(C=O)CC=1N=C2C(=NC(=NC2=NC1)N)N)F)=O)=O Methyl (S)-5-(5-amino-1,3-dioxoisoindolin-2-yl)-2-(4-(N-((2,4-diaminopteridin-6-yl)methyl) formamido)-2-fluorobenzamido)pentanoate